FC=1C=C2C=NN(C2=CC1C=1C=2C=NN(C2C=CC1C)CC(=O)NCC(=O)NCC(=O)OC)C methyl 2-[2-(2-{5'-fluoro-1',5-dimethyl-[4,6'-biindazol]-1-yl}acetamido)acetamido]acetate